NC=1N=C(SC1C(=O)C1=CC=C(C(=O)NCCOC2=CC=CC=C2)C=C1)N(C1=CC(=C(C=C1)Cl)F)[C@@H](C(=O)N)C |r| rac-4-[4-Amino-2-(N-(2-amino-1-methyl-2-oxoethyl)-4-chloro-3-fluoroanilino)thiazol-5-carbonyl]-N-(2-phenoxyethyl)benzamid